(R)-6-(2-((4,4-difluoro-1-(oxetan-3-yl)pyrrolidin-3-yl)amino)-6-fluoro-4-methoxypyrrolo[2,1-f][1,2,4]triazin-5-yl)-8-fluoro-N-methylimidazo[1,2-a]pyridine-3-carboxamide FC1([C@@H](CN(C1)C1COC1)NC1=NN2C(C(=N1)OC)=C(C(=C2)F)C=2C=C(C=1N(C2)C(=CN1)C(=O)NC)F)F